OC1=CC=C2CC(=COC2=C1)C1=C(C=CC=C1)OC 7-hydroxy-3-(2-methoxyphenyl)-4H-chromen